methyl-piperazinone CN1C(CNCC1)=O